NC(=O)C1=CC=CC2=CN(N=C12)C1C[NH+](CCC1)CC 3-[7-(aminocarbonyl)-2H-indazole-2-yl]-1-ethylpiperidinium